4-(4-chlorophenyl)-1-((1-(3-chlorophenyl)-5-((S)-1-hydroxyethyl)-1H-1,2,4-triazol-3-yl)methyl)-3-((S)-3,3,3-trifluoro-2-hydroxypropyl)-1,3-dihydro-2H-imidazol-2-one ClC1=CC=C(C=C1)C=1N(C(N(C1)CC1=NN(C(=N1)[C@H](C)O)C1=CC(=CC=C1)Cl)=O)C[C@@H](C(F)(F)F)O